1-(1-azidoethyl)-4-(cyclopropylmethoxy)benzene N(=[N+]=[N-])C(C)C1=CC=C(C=C1)OCC1CC1